N-cyclobutyl-5-(2,6-dichloro-4-(3,5-dioxo-6-(trifluoromethyl)-4,5-dihydro-1,2,4-triazin-2(3H)-yl)phenoxy)-4-fluoro-2-hydroxybenzamide C1(CCC1)NC(C1=C(C=C(C(=C1)OC1=C(C=C(C=C1Cl)N1N=C(C(NC1=O)=O)C(F)(F)F)Cl)F)O)=O